6-bromo-4-((dimethylamino)methyl)-8-((1-fluorocyclopropyl)methoxy)phthalazin BrC=1C=C2C(=NN=CC2=C(C1)OCC1(CC1)F)CN(C)C